4-fluoro-N-methylpyridin-2-amin FC1=CC(=NC=C1)NC